tert-Butyl (1-((3-((1-(2-((2-(2,6-dioxopiperidin-3-yl)-1-oxoisoindolin-4-yl)oxy)-ethyl)piperidin-4-yl)oxy)phenyl)sulfonyl)piperidin-4-yl)carbamate O=C1NC(CCC1N1C(C2=CC=CC(=C2C1)OCCN1CCC(CC1)OC=1C=C(C=CC1)S(=O)(=O)N1CCC(CC1)NC(OC(C)(C)C)=O)=O)=O